[Cl-].C[Si](=[Zr+](C1C(=CC2=CC=3CCCC3C=C12)C)C1C(=CC2=CC=CC=C12)C)C dimethyl-silanediyl-(2-methyl-1H-inden-1-yl)(2-methyl-1,5,6,7-tetrahydro-s-indacen-1-yl)zirconium chloride